tert-butyl 4-[4-(3-[2-[2-(benzyloxy)ethoxy]ethoxy]propoxy)phenyl]-3,6-dihydro-2H-pyridine-1-carboxylate C(C1=CC=CC=C1)OCCOCCOCCCOC1=CC=C(C=C1)C=1CCN(CC1)C(=O)OC(C)(C)C